Dipentaerythritol hexapalmitate C(CCCCCCCCCCCCCCC)(=O)OCC(COC(CCCCCCCCCCCCCCC)=O)(COCC(COC(CCCCCCCCCCCCCCC)=O)(COC(CCCCCCCCCCCCCCC)=O)COC(CCCCCCCCCCCCCCC)=O)COC(CCCCCCCCCCCCCCC)=O